NC(CC1N(CC1)C(=O)OC(C)(C)C)=O tert-butyl 2-(2-amino-2-oxo-ethyl)azetidine-1-carboxylate